C(#N)C=1NC2=CC=C(C(=C2C1C=1CCOCC1)C)CN1CCC2(CN(C2)C=2N=CN=NC2OC2=C(C(=O)N(C(C)C)CC)C=C(C=C2)F)CC1 2-((5-(7-((2-cyano-3-(3,6-dihydro-2H-pyran-4-yl)-4-methyl-1H-indol-5-yl)methyl)-2,7-diazaspiro[3.5]nonan-2-yl)-1,2,4-triazin-6-yl)oxy)-N-ethyl-5-fluoro-N-isopropylbenzamide